CN1C2=C(SC(C1=O)CC(N1CCCCC1)=O)N=CC=C2 1-methyl-3-(2-oxo-2-(piperidin-1-yl)ethyl)-1H-pyrido[2,3-b][1,4]thiazin-2(3H)-one